3-((tert-butyldimethylsilyl)oxy)-2-((4-methoxybenzyl)amino)-2-methylpropanamide [Si](C)(C)(C(C)(C)C)OCC(C(=O)N)(C)NCC1=CC=C(C=C1)OC